ClC1=NC=C(C=N1)C1C(C1)B1OC(C(O1)(C)C)(C)C 2-chloro-5-[2-(4,4,5,5-tetramethyl-1,3,2-dioxaborolan-2-yl)cyclopropyl]pyrimidine